cyclohexane-1,2-diamine monoacetate C(C)(=O)O.C1(C(CCCC1)N)N